CC1([C@@H](N2[C@H](S1)[C@@H](C2=O)NC(=O)[C@@H](C3=CCC=CC3)N)C(=O)O)C The molecule is a penicillin in which the substituent at position 6 of the penam ring is a (2R)-2-amino-2-(cyclohexa-1,4-dien-1-yl)acetamido group. It is a penicillin and a penicillin allergen. It derives from an ampicillin.